CN(CCOC1=CC(=CC=2N(C=NC21)CC2OCC2)C(=O)[O-])C 4-(2-(dimethylamino)ethoxy)-1-(oxetan-2-ylmethyl)-1H-benzo[d]imidazole-6-carboxylate